CN(C1CCN(CC1)C=O)C (4-(dimethylamino)piperidine-1-yl)methanone